(1R,2S)-2-((R)-5H-Imidazo[5,1-a]isoindol-5-yl)-2,6,6-trimethylcyclohexan-1-ol C=1N=CN2C1C1=CC=CC=C1[C@@H]2[C@]2([C@@H](C(CCC2)(C)C)O)C